C(C)(C)(C)OC(=O)N1[C@H](CN(CC1)S(=O)(=O)C)C1=CC(=CC(=C1)Cl)Br.C(=O)(O)C1(CC=C(C=C1)C1=CC=CC=C1)C1=CC(=CC(=C1)C1(CC=C(C=C1)C1=CC=CC=C1)C(=O)O)C1(CC=C(C=C1)C1=CC=CC=C1)C(=O)O 1,3,5-tris(4-carboxy[1,1'-biphenyl]-4-yl)benzene tert-butyl-(2S)-2-(3-bromo-5-chloro-phenyl)-4-methylsulfonyl-piperazine-1-carboxylate